FC(C)(F)C=1C=C(C=CC1)[C@@H](C)NC=1C2=C(N=C(N1)C)C=NC(=C2)N2CC1(C2)CNC(C1)=O 2-[4-({(1R)-1-[3-(1,1-difluoroethyl)phenyl]ethyl}amino)-2-methylpyrido[3,4-d]pyrimidin-6-yl]-2,6-diazaspiro[3.4]octan-7-one